(S)-benzyl 4-(3-chlorophenethyl)-2-((4-(methylsulfonyl)phenoxy)methyl)piperazine-1-carboxylate ClC=1C=C(CCN2C[C@H](N(CC2)C(=O)OCC2=CC=CC=C2)COC2=CC=C(C=C2)S(=O)(=O)C)C=CC1